C(C)(C)OC(=O)C1=CN=C(NC1=O)NC1=C(C=C(C(=C1)[N+](=O)[O-])N1CCOCC1)OC 2-((2-methoxy-4-morpholinyl-5-nitrophenyl)amino)-6-oxo-1,6-dihydropyrimidine-5-carboxylic acid isopropyl ester